C(C)[C@@H]1N(C[C@H](N(C1)C(C)C1=C(C=C(C=C1)F)OC)CC)C=1C=2C(N(C(C1)=O)C)=CN(N2)C2OCCCC2 7-((2s,5r)-2,5-diethyl-4-(1-(4-fluoro-2-methoxyphenyl)ethyl)piperazin-1-yl)-4-methyl-2-(tetrahydro-2H-pyran-2-yl)-2,4-dihydro-5H-pyrazolo[4,3-b]pyridin-5-one